COC1=CC2=CC=C(C=C2C=C1)C=C 2-methoxy-6-vinylnaphthalene